3-isopropyl-3-azabicyclo[3.1.1]heptan-1-amine Hydrochloride Cl.C(C)(C)N1CC2(CC(C1)C2)N